3-(N-cyclopropylsulfamoyl)phenylboronic acid C1(CC1)NS(=O)(=O)C=1C=C(C=CC1)B(O)O